(+/-)-ETHYL 2-HYDROXY-3-METHYLVALERATE CCC(C)C(C(=O)OCC)O